5-amino-N-(2,4-dimethoxyphenyl)-1H-pyrazole-4-carboxamide NC1=C(C=NN1)C(=O)NC1=C(C=C(C=C1)OC)OC